C(CCCCCCCCCC)OC1=CC=C(N)C=C1 4-undecyloxyaniline